(R)-4-((4-(4-isopropylpiperazin-1-yl)-1-(phenylthio)butan-2-yl)amino)-3-((trifluoromethyl)sulfonyl)benzenesulfonamide C(C)(C)N1CCN(CC1)CC[C@H](CSC1=CC=CC=C1)NC1=C(C=C(C=C1)S(=O)(=O)N)S(=O)(=O)C(F)(F)F